OC([C@@H](C)NC(=O)C=1C(N(N=C(C1)C1=CC=C(C=C1)C(F)(F)F)C=1C=NN(C1)C)=O)(C)C N-[(2R)-3-hydroxy-3-methylbut-2-yl]-2-(1-methyl-1H-pyrazol-4-yl)-3-oxo-6-[4-(trifluoromethyl)-phenyl]-2,3-dihydropyridazine-4-carboxamide